2-[4-[6-[(5-chloro-3-fluoro-2-pyridyl)methoxy]-2-pyridyl]-2,5-difluoro-phenyl]acetic acid ClC=1C=C(C(=NC1)COC1=CC=CC(=N1)C1=CC(=C(C=C1F)CC(=O)O)F)F